ClC=1C(=C(C=CC1Cl)O)C1=CC=2N(C=C1)C=C(N2)C=2CNCC2 3,4-dichloro-2-(2-(2,5-dihydro-1H-pyrrol-3-yl)imidazo[1,2-a]pyridin-7-yl)phenol